FC(C=1C(=C(C=CC1)[C@@H](C)NC1=NN=C(C=2C1=CN(C(C2)=O)C2(CC2)CF)C)F)F (R)-4-((1-(3-(difluoromethyl)-2-fluorophenyl)ethyl)amino)-6-(1-(fluoromethyl)cyclopropyl)-1-methylpyrido[3,4-d]pyridazin-7(6H)-one